N-(3-(2-(bicyclo[1.1.1]pentan-1-yl)-5-(2-((3,3-dioxido-3-thiabicyclo[3.1.0]hexan-6-yl)amino)pyrimidin-4-yl)thiazol-4-yl)-2-fluorophenyl)-2,6-difluorobenzenesulfonamide C12(CC(C1)C2)C=2SC(=C(N2)C=2C(=C(C=CC2)NS(=O)(=O)C2=C(C=CC=C2F)F)F)C2=NC(=NC=C2)NC2C1CS(CC21)(=O)=O